5-(2-fluoro-6-hydroxy-4-(1-isopentylpiperidin-3-yl)phenyl)-1,2,5-thiadiazolidin-3-one 1,1-dioxide FC1=C(C(=CC(=C1)C1CN(CCC1)CCC(C)C)O)N1CC(NS1(=O)=O)=O